C(C)N(CCCOC(=O)OC(CCOC(CCCCC1OC(CC(O1)CCCCCCC)CCCCCCC)=O)CCCCCCCCCCCC)CC 3-(((3-(diethylamino)propoxy)carbonyl)oxy)pentadecyl-5-(4,6-diheptyl-1,3-dioxan-2-yl)pentanoate